C(CC)(=O)O[C@H]1CC[C@@H]2[C@@]1(CC[C@@H]1[C@]3(CCC=4N=C(SC4C3=CC[C@@H]21)NC(C)=O)C)C (5aR,5bS,7aS,8S,10aS,10bR)-2-acetamido-5a,7a-dimethyl-5,5a,5b,6,7,7a,8,9,10,10a,10b,11-dodecahydro-4H-cyclopenta[7,8]phenanthro[2,1-d]thiazol-8-yl propionate